C(CCC)OCOCCCC Formaldehyd-Dibutyl-Acetal